1,4-dimethylisocyanatocyclohexane CC1(CCC(CC1)C)N=C=O